C(C)(C)(C)OC(=O)N1[C@H](C[C@H](C1)N)COC.NC=1C2=C(N=CN1)N(C(=C2C2=CC(=C(C=C2)OC2=NC=CC=N2)OC)C2=CC=C(C=C2)NC(C=C)=O)C N-(4-(4-amino-5-(3-methoxy-4-(pyrimidin-2-yloxy)phenyl)-7-methyl-7H-pyrrolo[2,3-d]pyrimidin-6-yl)phenyl)acrylamide tert-Butyl-(2R,4R)-4-amino-2-(methoxymethyl)pyrrolidine-1-carboxylate